tert-butyl (2S)-2-{[(4-{3-iodo-4-oxo-1H,5H,6H,7H-pyrrolo[3,2-c]pyridin-2-yl}pyridin-3-yl)oxy]methyl}azetidine-1-carboxylate IC1=C(NC2=C1C(NCC2)=O)C2=C(C=NC=C2)OC[C@H]2N(CC2)C(=O)OC(C)(C)C